FC(C1=C2C(=C(N=C1)OC)N(C(=C2)CN2C[C@H](CCC2)C)COCC[Si](C)(C)C)F (S)-4-(difluoromethyl)-7-methoxy-2-((3-methylpiperidin-1-yl)methyl)-1-((2-(trimethylsilyl)ethoxy)methyl)-1H-pyrrolo[2,3-c]pyridine